7-methoxy-2-(3-methoxycyclobutyl)-N-(6-methoxypyridin-2-yl)imidazo[1,2-a]pyridine-6-carboxamide COC1=CC=2N(C=C1C(=O)NC1=NC(=CC=C1)OC)C=C(N2)C2CC(C2)OC